4-methyl-3-(methylsulfonyl)-N-((2-(2-oxopiperidin-1-yl)-1,6-naphthyridin-7-yl)methyl)benzamide CC1=C(C=C(C(=O)NCC2=NC=C3C=CC(=NC3=C2)N2C(CCCC2)=O)C=C1)S(=O)(=O)C